8-(4-hydroxybicyclo[2.2.1]heptan-1-yl)-5-methyl-2-((7-methylcinnolin-6-yl)amino)-7,8-dihydropteridin-6(5H)-one OC12CCC(CC1)(C2)N2CC(N(C=1C=NC(=NC21)NC=2C=C1C=CN=NC1=CC2C)C)=O